2-((4-fluoro-2-methoxyphenyl)amino)-N-(6-methoxypyridin-3-yl)-4-(trifluoromethyl)benzamide FC1=CC(=C(C=C1)NC1=C(C(=O)NC=2C=NC(=CC2)OC)C=CC(=C1)C(F)(F)F)OC